BrC=1C=C(C=CC1OCCN1CCOCC1)NC(=O)C1CC1 N-[3-bromo-4-(2-morpholinoethoxy)phenyl]cyclopropanecarboxamide